8-(2,4-Dichlorophenyl)-9-(4-(fluoro(1-(3-fluoropropyl)azetidin-3-yl)methyl)phenyl)-6,7-dihydro-5H-benzo[7]annulen ClC1=C(C=CC(=C1)Cl)C=1CCCC2=C(C1C1=CC=C(C=C1)C(C1CN(C1)CCCF)F)C=CC=C2